C(\C=C\C)(=O)N[C@@H](CCCCN)C(=O)O Crotonyl-Lysin